(S)-3-Cyano-pyrrolidine-1-carboxylic acid [4-methoxy-7-(tetrahydro-pyran-4-yl)-thiazolo[4,5-c]pyridin-2-yl]-amide COC1=NC=C(C2=C1N=C(S2)NC(=O)N2C[C@H](CC2)C#N)C2CCOCC2